8-fluoro-2-{4-[(methylamino)methyl]phenyl}-1,3,4,5-tetrahydro-6H-azepino[5,4,3-cd]indol-6-one FC=1C=C2C=3C(=C(NC3C1)C1=CC=C(C=C1)CNC)CCNC2=O